tert-butyl (2S,4R)-2-methyl-4-((2-methyl-2H-indazol-7-yl)oxy)pyrrolidine-1-carboxylate C[C@@H]1N(C[C@@H](C1)OC1=CC=CC2=CN(N=C12)C)C(=O)OC(C)(C)C